1-(2-(3,4-dimethoxyphenyl)-3-isopropyl-1H-indol-5-yl)-N-(2-morpholinoethyl)piperidin-4-amine COC=1C=C(C=CC1OC)C=1NC2=CC=C(C=C2C1C(C)C)N1CCC(CC1)NCCN1CCOCC1